Cl.N1[C@@H](COCC1)C(=O)N[C@@H](C)C1=CC=C(C(=O)OC)C=C1 methyl 4-((S)-1-((S)-morpholine-3-carboxamido)ethyl)benzoate hydrochloride